CC1=C(C(=C(C(=C1C1=CC(=C(C(=C1)C(C)(C)C)C)C(C)(C)C)C)C1=CC(=C(C(=C1)C(C)(C)C)C)C(C)(C)C)C)C1=CC(=C(C(=C1)C(C)(C)C)C)C(C)(C)C 1,3,5-trimethyl-2,4,6-tris-(2',6'-Di-tert-butyl-p-tolyl)benzene